10-chloro-4-phenylnaphtho[1,2-b]benzofuran ClC1=CC=CC=2C3=C(OC21)C=2C=CC=C(C2C=C3)C3=CC=CC=C3